n-nonadecyl-trimethoxysilane C(CCCCCCCCCCCCCCCCCC)[Si](OC)(OC)OC